C1(CC1)C1=CC(=NO1)C(=O)NCC=1SC(=NN1)C1=CC=CC=C1 5-cyclopropyl-N-[(5-phenyl-1,3,4-thiadiazol-2-yl)methyl]isoxazole-3-carboxamide